BrC1=CC(=C(C=C1)N(C(C)=O)CCCOC)OC N-(4-bromo-2-methoxyphenyl)-N-(3-methoxypropyl)acetamide